4-((3,5-dicyclohexylphenyl)(propyl)amino)benzoic acid C1(CCCCC1)C=1C=C(C=C(C1)C1CCCCC1)N(C1=CC=C(C(=O)O)C=C1)CCC